4,6-dicarbazolyl-m-phenylenediamine C1(=CC=CC=2C3=CC=CC=C3NC12)C1=C(C=C(C(=C1)C1=CC=CC=2C3=CC=CC=C3NC12)N)N